3-(6-Bromo-2-chlorothieno[3,2-d]pyrimidin-4-yl)-3,8-diazabicyclo[3.2.1]octane-8-carboxylic acid BrC1=CC=2N=C(N=C(C2S1)N1CC2CCC(C1)N2C(=O)O)Cl